N-ω-acetylhistamine CC(=O)NCCC1=CN=CN1